CC1=C(C=C(C=C1)C)C=1C(=C2C(=NC1)N(C(N2)=O)[C@H](CS(=O)(=O)C)C2=NC(=C(C=C2)OC)OCC)C (S)-6-(2,5-dimethylphenyl)-3-(1-(6-ethoxy-5-methoxypyridin-2-yl)-2-(methylsulfonyl)ethyl)-7-methyl-1H-imidazo[4,5-b]pyridin-2(3H)-one